CC=CC1=CC=CC=C1 PHENYLPROPENE